NCCN1CCN(CC1)C=1N=CC(=NC1)C(=O)NC=1C=C(C=C2C=CC=NC12)C 5-(4-(2-aminoethyl)piperazin-1-yl)-N-(6-methylquinolin-8-yl)pyrazine-2-carboxamide